FC(C=1C=CC=C(C(=O)N)C1)(F)F 5-(trifluoromethyl)benzamide